N-((S)-1-((3-(benzyloxy)azetidin-1-yl)sulfonyl)pyrrolidine-3-carbonyl)-N-methyl-L-valine tert-butyl ester C(C)(C)(C)OC([C@@H](N(C)C(=O)[C@@H]1CN(CC1)S(=O)(=O)N1CC(C1)OCC1=CC=CC=C1)C(C)C)=O